O=C1NC(=NC2=CC=CC=C12)C(=O)[O-] 4-oxo-3,4-dihydroquinazolin-2-carboxylate